BrC1=CC(=C(C=C1)C1=NN2C(N=C(C=C2Cl)C(=O)OC)=C1)F methyl 2-(4-bromo-2-fluorophenyl)-7-chloropyrazolo[1,5-a]pyrimidine-5-carboxylate